3-(1-cyclopentyl-1H-benzo[d][1,2,3]triazol-5-yl)-5-(3-methoxy-phenyl)-1,2,4-oxadiazole C1(CCCC1)N1N=NC2=C1C=CC(=C2)C2=NOC(=N2)C2=CC(=CC=C2)OC